N1C=NC(=C1)C1CCN(CC1)S(=O)(=O)C=1C=C(N)C=CC1 3-((4-(1H-imidazol-4-yl)piperidine-1-yl)sulfonyl)aniline